C(C1=CC=CC=C1)OC=1C(=C(NC2=CC(=C(C=C2)F)OC)C=CC1)C#CC(CO[Si](C)(C)C(C)(C)C)(C)C 3-benzyloxy-2-[4-[tert-butyl(dimethyl)silyl]oxy-3,3-dimethyl-but-1-ynyl]-N-(4-fluoro-3-methoxy-phenyl)aniline